3-((2H-dispiro[benzofuran-3,1'-cyclohexane-4',2''-[1,3]dioxolan]-6-yl)amino)piperidine-2,6-dione O1C2(OCC1)CCC1(CC2)COC2=C1C=CC(=C2)NC2C(NC(CC2)=O)=O